8-butyryl-3-((3-(4-(2-(isobutylsulfonyl)phenoxy)-3-(trifluoromethyl)phenyl)-1,2,4-oxadiazol-5-yl)methyl)-1-(2-morpholinoethyl)-1,3,8-triazaspiro[4.5]decane-2,4-dione C(CCC)(=O)N1CCC2(C(N(C(N2CCN2CCOCC2)=O)CC2=NC(=NO2)C2=CC(=C(C=C2)OC2=C(C=CC=C2)S(=O)(=O)CC(C)C)C(F)(F)F)=O)CC1